1-(4-(5-azaspiro[2.3]hexan-5-yl)pyridin-2-yl)-N-(6-methoxy-1-methyl-1H-indazol-7-yl)-1H-pyrazole-4-sulfonamide C1CC12CN(C2)C2=CC(=NC=C2)N2N=CC(=C2)S(=O)(=O)NC=2C(=CC=C1C=NN(C21)C)OC